tert-butyl 6-chloro-1-methyl-2-oxo-4-(((trifluoromethyl)sulfonyl)oxy)-1,2-dihydroquinoline-3-carboxylate ClC=1C=C2C(=C(C(N(C2=CC1)C)=O)C(=O)OC(C)(C)C)OS(=O)(=O)C(F)(F)F